2'-(2-((2-chloro-5-iodopyrimidin-4-yl)oxy)pyridin-4-yl)-5',6'-dihydrospiro[cyclopentane-1,7'-pyrrolo[3,2-c]pyridin]-4'(1'H)-one ClC1=NC=C(C(=N1)OC1=NC=CC(=C1)C1=CC=2C(NCC3(C2N1)CCCC3)=O)I